methyl 2-(benzyloxy)-5-bromobenzoate C(C1=CC=CC=C1)OC1=C(C(=O)OC)C=C(C=C1)Br